BrC1=C(C(=C(C=C1)F)Cl)F 1-bromo-3-chloro-2,4-difluoro-benzene